tributylammonium tetrakis(2,6-ditrifluoromethylphenyl)borate FC(C1=C(C(=CC=C1)C(F)(F)F)[B-](C1=C(C=CC=C1C(F)(F)F)C(F)(F)F)(C1=C(C=CC=C1C(F)(F)F)C(F)(F)F)C1=C(C=CC=C1C(F)(F)F)C(F)(F)F)(F)F.C(CCC)[NH+](CCCC)CCCC